[Nd].C(C)(=O)[Si](C1=CC=CC=C1)(CC)C(C)=O diacetylethylphenyl-silane Neodymium